CS(=O)(=O)OC[C@H]1OCCN2C3=CC=CC=C3C(C=3C(NC(C3C=3C=4C=CC=CC4N(CC1)C3)=O)=O)=C2 [(18S)-3,5-dioxo-17-oxa-4,14,21-triazahexacyclo[19.6.1.1^{7,14}.0^{2,6}.0^{8,13}.0^{22,27}]nonacosa-1(28),2(6),7(29),8,10,12,22(27),23,25-nonaen-18-yl]methyl methanesulfonate